6-Ethoxy-4-(6-(4-((6-methylpyridazin-3-yl)oxy)piperidin-1-yl)pyridin-3-yl)-1H-pyrazole C(C)OC1(C=CC(=CN1)C=1C=NNC1)N1CCC(CC1)OC=1N=NC(=CC1)C